ClC1=CC=C(OCC(=O)N(C)C2CCN(CC2)CCCOC2=CC=C(C=C2)Cl)C=C1 2-(4-chlorophenoxy)-N-(1-(3-(4-chlorophenoxy)propyl)piperidin-4-yl)-N-methylacetamide